FC=1C=C(C=CC1C)C1CCN(CC1)C(=O)C1CC2(C1)NC(OC2)=O (2s,4s)-2-(4-(3-Fluoro-4-methylphenyl)piperidine-1-carbonyl)-7-oxa-5-azaspiro[3.4]octan-6-one